2-[8-chloro-2-[2-[[(E)-3-[4-(trifluoromethyl)phenyl]prop-2-enoyl]amino]acetyl]-3,4-dihydro-1H-isoquinolin-6-yl]acetic acid ClC=1C=C(C=C2CCN(CC12)C(CNC(\C=C\C1=CC=C(C=C1)C(F)(F)F)=O)=O)CC(=O)O